14-pentadecadiene CC/C=C/CCCCCCCCCC=C